2-fluoro-5-((4,6,7-trifluoro-1-(triisopropylsilyl)-1H-indol-5-yl)methyl)benzimidamide FC1=C(C(N)=N)C=C(C=C1)CC=1C(=C2C=CN(C2=C(C1F)F)[Si](C(C)C)(C(C)C)C(C)C)F